C(C)(C)(C)OC(=O)N1C[C@H](CC1)C(NCC1=CC=C(C=C1)OCC1=CC(=CC=C1)F)=O (S)-Tert-Butyl-3-((4-((3-Fluorobenzyl)Oxy)Benzyl)Carbamoyl)Pyrrolidine-1-Carboxylate